O(C1=CC=CC=C1)CCCC(=O)NCC(=O)N1C2CC2(CC1C(=O)N)COCCNC(CNC[C@@H]([C@@H]([C@H]([C@H](C)O)O)O)O)=O 2-((4-phenoxybutanoyl)glycyl)-5-((2-(2-(((2S,3S,4S,5S)-2,3,4,5-tetrahydroxyhexyl)amino)acetamido)ethoxy)methyl)-2-azabicyclo[3.1.0]hexane-3-carboxamide